ClC=1C(=CC(=C(C1)N(C(=O)[C@H]1CC=2C(=NC=CC2N1C1=NC(=CC(=C1)C(F)(F)F)C)O)C)F)F (R)-N-(5-chloro-2,4-difluorophenyl)-4-hydroxy-N-methyl-1-(6-methyl-4-(trifluoromethyl)pyridin-2-yl)-2,3-dihydro-1H-pyrrolo[3,2-c]pyridine-2-carboxamide